CC1=CC=C(C=C1)[C@H](C)N (S)-(-)-α,4-dimethylbenzylamine